CC1=NC(=CC=C1)C=1NC=C(N1)CCOC(C1=CC=CC=C1)(C1=CC=CC=C1)C1=CC=CC=C1 2-Methyl-6-(4-(2-(triphenylmethoxy)ethyl)-1H-imidazol-2-yl)pyridine